O1CCC(=CC1)C=1C(=C(C(=CC1)O)N1CC(NS1(=O)=O)=O)F 5-(3-(3,6-dihydro-2H-pyran-4-yl)-2-fluoro-6-hydroxyphenyl)-1,2,5-thiadiazolidin-3-one 1,1-dioxide